C(CCCCC)C1CN(CCC1)NC(C(CCC)C(C)C)=O N-(3-hexylpiperidinyl)-(2-propyl)pentanamide